N,N-diethyl-Methanesulphonamide C(C)N(S(=O)(=O)C)CC